FC(C1=NN=C(S1)C1=CN=C2N1C=C(C=C2N2C[C@H]1N(CC2)C(CC1)=O)S(=O)(=O)NC1(CC1)C)F (S)-3-(5-(difluoromethyl)-1,3,4-thiadiazol-2-yl)-N-(1-methylcyclopropyl)-8-(6-oxohexahydropyrrolo[1,2-a]pyrazin-2(1H)-yl)imidazo[1,2-a]pyridine-6-sulfonamide